C(CCC)(=O)OC(CCCCC)C=C 1-ethenylhexyl butanoate